C(N)(=N)N1CCC(=CC1)C1=C(C=C(C(=O)NC2=CC(=C(C=C2)C=2CCN(CC2)C(N)=N)OC)C=C1F)F 4-(1-carbamimidoyl-1,2,3,6-tetrahydro-pyridin-4-yl)-N-[4-(1-carbamimidoyl-1,2,3,6-tetrahydro-pyridin-4-yl)-3-methoxy-phenyl]-3,5-difluoro-benzamide